C(C)N1CCN(CC1)C1=CC=CC(=N1)NC1=NN2C(CN(CC2)C(C=C)=O)=C1 1-[2-[[6-(4-ethylpiperazin-1-yl)-2-pyridyl]amino]-6,7-dihydro-4H-pyrazolo[1,5-a]pyrazin-5-yl]prop-2-en-1-one